FC1=C(C=C(C=C1)CC1=NNC(C2=CC(=CC=C12)C)=O)C1=CC2=C(NC(=N2)NC(OC)=O)C=C1 Methyl (5-(2-fluoro-5-((6-methyl-4-oxo-3,4-dihydrophthalazin-1-yl)methyl) phenyl)-1H-benzoimidazol-2-yl)carbamate